(4S,12aS)-N-[(4-fluorophenyl)methyl]-1,4-dimethyl-6,8-dioxo-7-[(phenylmethyl)oxy]-1,2,3,4,6,8,12,12a-octahydropyrido[1',2':4,5]pyrazino[1,2-a]pyrimidine-9-carboxamide FC1=CC=C(C=C1)CNC(=O)C=1C(C(=C2N(C[C@@H]3N([C@H](CCN3C)C)C2=O)C1)OCC1=CC=CC=C1)=O